S1C(=NC2=C1C=CC=C2)NC2=C(C1=C(N=N2)N(CCC1)C=1SC(=C(N1)C(=O)O)CCCOC1=C(C=C(C=C1)C#CCN(CC)CC)F)C 2-[3-(1,3-Benzothiazol-2-ylamino)-4-methyl-6,7-dihydro-5H-pyrido[2,3-c]pyridazin-8-yl]-5-[3-[4-[3-(diethylamino)prop-1-ynyl]-2-fluoro-phenoxy]propyl]thiazole-4-carboxylic acid